OC1CC(CCC1)NC1=C2C(=C(N=N1)C1=C(C=C(C=C1)C(F)(F)F)O)C=NC=C2 2-[1-[[3-hydroxycyclohexyl]amino]pyrido[3,4-d]pyridazin-4-yl]-5-(trifluoromethyl)phenol